BrC=1C=C(C#N)C=C(N1)Br 2,6-dibromoisonicotinonitrile